CC1=CC=CC(=N1)C1=C(C=NN1)C=1C=C2C=C(C=NC2=CC1)CC(=O)[O-] [6-[5-(6-methyl-2-pyridyl)-1H-pyrazol-4-yl]-3-quinolyl]acetate